(6-((5-bromo-2-((5-ethyl-2-methoxy-4-(3,9-diazaspiro[5.5]undecan-3-yl)phenyl)amino)pyrimidin-4-yl)amino)-2-ethylquinazolin-5-yl)dimethylphosphine oxide BrC=1C(=NC(=NC1)NC1=C(C=C(C(=C1)CC)N1CCC2(CC1)CCNCC2)OC)NC=2C(=C1C=NC(=NC1=CC2)CC)P(C)(C)=O